n-Heptyl D-glucopyranoside O(C1[C@H](O)[C@@H](O)[C@H](O)[C@H](O1)CO)CCCCCCC